3-(4-(4-(5-(trifluoromethyl)pyrimidin-2-yl)piperazin-1-yl)butylidene)isobenzofuran-1(3H)-one FC(C=1C=NC(=NC1)N1CCN(CC1)CCCC=C1OC(C2=CC=CC=C12)=O)(F)F